methyl 2-azabicyclo[2.2.1]heptane-3-carboxylate C12NC(C(CC1)C2)C(=O)OC